[O].[W] tungsten oxygen